O=C1NOC[C@H]1NC(=O)OC=1N(C2=CC=CC=C2C1)C(=O)[O-] ([(4R)-3-oxo-1,2-oxazolidin-4-yl]carbamoyloxy)indole-1-carboxylate